1,1,1,3,3,3-hexafluoro-propan-2-yl (R)-1-((6-methoxypyridin-3-yl)carbamoyl)-6-azaspiro[2.5]octane-6-carboxylate COC1=CC=C(C=N1)NC(=O)[C@@H]1CC12CCN(CC2)C(=O)OC(C(F)(F)F)C(F)(F)F